3-Hydroxybutylacrylat OC(CCOC(C=C)=O)C